C(C)OC(CC1=C(C=CC=C1)OCC1=COC2=C1C=C(C=C2)C2=CC(=CC=C2)[C@@H](CO)N)=O.C2=CCOS2(=O)=O Propenesultone (S)-ethyl-2-(2-((5-(3-(1-amino-2-hydroxyethyl)phenyl)benzofuran-3-yl)methoxy)phenyl)acetate